C(#N)C1(CC1)C1=CC(=C(C(=O)[O-])C=C1)SCC 4-(1-cyanocyclopropyl)-2-ethylsulfanyl-benzoate